3,5-dimethoxyphenylmethanamine COC=1C=C(C=C(C1)OC)CN